C(C)(C)(C)C1=NC(=CC(=C1)C)C(C)(C)C 2,6-di(t-butyl)-4-methylpyridine